C(C)(C)(C)OC(N[C@H](CC1=CC=CC=C1)CC1=C(NC2=CC=CC=C12)C1=CC=CC=C1)=O (R)-(1-phenyl-3-(2-phenyl-1H-indol-3-yl)propan-2-yl)carbamic acid tert-butyl ester